C1(CC1)C(=C)C1=CC=C(N(C)C)C=C1 4-(1-cyclopropylvinyl)-N,N-dimethylaniline